4-cyclopropoxy-N-(2,6-dichlorophenyl)-2-methanesulfinylpyrimidine-5-carboxamide C1(CC1)OC1=NC(=NC=C1C(=O)NC1=C(C=CC=C1Cl)Cl)S(=O)C